2-(3',4'-dicarboxyphenyl)5,6-dicarboxybenzoxazole C(=O)(O)C=1C=C(C=CC1C(=O)O)C=1OC2=C(N1)C=C(C(=C2)C(=O)O)C(=O)O